N-(3-ethoxypyridin-4-yl)-N-ethyl-6-(trifluoromethyl)nicotinamide C(C)OC=1C=NC=CC1N(C(C1=CN=C(C=C1)C(F)(F)F)=O)CC